C1(CC1)N1N=CC(=C1)C=1C=C(C=CC1)N(C(=O)C1CCC(CC1)NC(OC(C)(C)C)=O)CC12CCC(CC1)(CC2)C2=CC(=C(C=C2)OC)C tert-Butyl (4-((3-(1-cyclopropyl-1H-pyrazol-4-yl)phenyl)((4-(4-methoxy-3-methyl-phenyl)bicyclo[2.2.2]octan-1-yl)methyl)carbamoyl)cyclohexyl)trans-carbamate